COC1=CC=C(CNC2=C3N=CN(C3=NC=N2)[C@H]2[C@@H](O)[C@H](O)[C@H](O2)CO)C=C1 6-(4-Methoxybenzylamino)-9-β-D-arabinofuranosylpurin